5-(4-Methoxybenzylidene)-1-(4-methoxyphenyl)pyrimidine-2,4,6(1H,3H,5H)-trione COC1=CC=C(C=C2C(NC(N(C2=O)C2=CC=C(C=C2)OC)=O)=O)C=C1